ClC1=NC=C(C(=N1)N(CC(C(=O)[O-])(F)F)C1CC1)[N+](=O)[O-] 3-((2-chloro-5-nitropyrimidin-4-yl) (cyclopropyl) amino)-2,2-difluoropropionate